C(C)OC=1C=C(C=2N(C1)N=CC2C#N)C2=NC=C(C=N2)N2CCC(CC2)OC2=NC=C(C=C2)OC 6-ethoxy-4-(5-(4-((5-methoxypyridin-2-yl)oxy)piperidin-1-yl)pyrimidin-2-yl)pyrazolo[1,5-a]pyridine-3-carbonitrile